[K].N1C=NC=C1CNC(C1=CC=C(C=C1)C=1C=C2CCN(C2=CC1)C(CC)=O)=O N-((1H-imidazol-5-yl)methyl)-4-(1-propionyl-indolin-5-yl)benzamide potassium